N1C=C(C=2C1=NC=CC2)C(=O)\N=C\2/SC=C(N2CC2=CC=CC=C2)C(=O)OCC ethyl (Z)-2-((1H-pyrrolo[2,3-b]pyridine-3-carbonyl) imino)-3-benzyl-2,3-dihydrothiazole-4-carboxylate